O=C1NC(CCC1N1C(C2=CC=C(C=C2C1=O)N1CCC(CC1)CN1CCC(CC1)CN1[C@H](CNCC1)C)=O)=O 2-(2,6-dioxopiperidin-3-yl)-5-(4-((4-(((S)-2-methylpiperazin-1-yl)methyl)piperidin-1-yl)methyl)piperidin-1-yl)isoindoline-1,3-dione